tert-butyl 3-(3-(2-(methoxymethoxy)phenyl)-7-((2-(trimethylsilyl)ethoxy)methyl)-7H-pyrrolo[2,3-c]pyridazin-6-yl)piperazine-1-carboxylate COCOC1=C(C=CC=C1)C1=CC2=C(N=N1)N(C(=C2)C2CN(CCN2)C(=O)OC(C)(C)C)COCC[Si](C)(C)C